FC(C=1C=C2CCNC2=CC1)F 5-(Difluoromethyl)indoline